tert-butyl 3-((2-methoxy ethyl)carbamoyl)pyrrolidine-1-carboxylate COCCNC(=O)C1CN(CC1)C(=O)OC(C)(C)C